4-(difluoromethoxy)-2',3',4',5',6,6'-hexafluoro-[1,1'-biphenyl]-3-carboxylic acid FC(OC1=C(C=C(C(=C1)F)C1=C(C(=C(C(=C1F)F)F)F)F)C(=O)O)F